CC1=NC=CC(=N1)NC1=NC=CC(=C1)C1=CC(NC(=C1)N1C(COCC1)C(F)(F)F)=O 4-[2-[(2-Methylpyrimidin-4-yl)amino]-4-pyridyl]-6-[3-(trifluoromethyl)morpholin-4-yl]-1H-pyridin-2-on